4-((3-(8-(((3S,4R)-3-fluoro-1-methylpiperidin-4-yl)amino)-3-(prop-1-en-2-yl)imidazo[1,2-a]pyridin-2-yl)prop-2-yn-1-yl)amino)-3-methoxy-N-methylbenzamide F[C@H]1CN(CC[C@H]1NC=1C=2N(C=CC1)C(=C(N2)C#CCNC2=C(C=C(C(=O)NC)C=C2)OC)C(=C)C)C